(S)-22-(tert-butoxycarbonyl)-41,41-dimethyl-10,19,24,39-tetraoxo-3,6,12,15,40-pentaoxa-9,18,23-triazadotetracontan-1-oic acid C(C)(C)(C)OC(=O)[C@H](CCC(NCCOCCOCC(NCCOCCOCC(=O)O)=O)=O)NC(CCCCCCCCCCCCCCC(OC(C)(C)C)=O)=O